C(C=C)(=O)N1C[C@@H](N(CC1)C1=NC(N(C2=CC(=C(C=C12)Cl)C1=C(C=CC=C1O)F)C1=C(C=CC=C1C)C(C)C)=O)C 4-((S)-4-acryloyl-2-methylpiperazin-1-yl)-6-chloro-7-(2-fluoro-6-hydroxyphenyl)-1-(2-isopropyl-6-methylphenyl)quinazolin-2(1H)-one